[Si].[Mg].[Ba] barium-magnesium silicon